C(C)(C)(C)OC(C[C@@H](C(=O)N[C@@H](CCC(=O)OC(C)(C)C)C(=O)NC1=CC(=CC=C1)OC)NC([C@H](CC1=CC2=CC=CC=C2C=C1)NC(=O)C=1NC2=CC=C(C=C2C1)Cl)=O)=O tert-Butyl (S)-4-((S)-4-(tert-butoxy)-2-((S)-2-(5-chloro-1H-indole-2-carboxamido)-3-(naphthalen-2-yl)propanamido)-4-oxobutanamido)-5-((3-methoxyphenyl)amino)-5-oxopentanoate